2,4-dichloro-6-hydroxy-pyrimidine-5-carboxylic acid methyl ester COC(=O)C=1C(=NC(=NC1O)Cl)Cl